5-(4-pentene-1-oxy)pyridine-3-yl-boric acid C(CCC=C)OC=1C=C(C=NC1)OB(O)O